CC1=NN=C2N1C=CC(=C2)CNC(OC(C)(C)C)=O tert-butyl ((3-methyl-[1,2,4]triazolo[4,3-a]pyridin-7-yl)methyl)carbamate